N1=CN=CC2=C1NC(C=C2)=O Pyrido[2,3-d]pyrimidin-7(8H)-one